C(C)(C)(C)OC(=O)N1CCC(C2=CC=CC(=C12)OC)N1C(N(C2=NC(=NC=C2C1)NC=1C=NN(C1)CCO)C)=O 4-[7-[[1-(2-hydroxyethyl)pyrazol-4-yl]amino]-1-methyl-2-oxo-4H-pyrimido[4,5-d]pyrimidin-3-yl]-8-methoxy-2,3-dihydroquinoline-1-carboxylic acid tert-butyl ester